C(C=C)(=O)N1CC(C1)C1CCNC=2N1N=C(C2C(=O)N)C2=CC=C(C=C2)OCC2=CC=CC=C2 7-(1-acryloylazetidin-3-yl)-2-(4-(benzyloxy)phenyl)-4,5,6,7-tetrahydropyrazolo[1,5-a]pyrimidine-3-carboxamide